C(#C)C1=CNC2=NC=C(C=C21)C=2C=C1CCN(CC1=CC2)CC(C)(C)O 6-(3-ethynyl-1H-pyrrolo[2,3-b]pyridin-5-yl)-2-(2-hydroxy-2-methylpropyl)-1,2,3,4-tetrahydroisoquinoline